N,N-bis(cis-4-isopropylcyclohexyl)-5-(cis-4-tert-pentylcyclohexylcarbonylamino)isophthalamide C(C)(C)[C@H]1CC[C@H](CC1)N(C(C1=CC(C(=O)N)=CC(=C1)NC(=O)[C@@H]1CC[C@@H](CC1)C(C)(C)CC)=O)[C@@H]1CC[C@@H](CC1)C(C)C